[4-[2-(3-hydroxy-1-bicyclo[1.1.1]pentanyl)-3H-imidazo[4,5-b]pyridin-7-yl]-1-piperidyl]-[4-(trifluoromethoxy)phenyl]methanone OC12CC(C1)(C2)C2=NC=1C(=NC=CC1C1CCN(CC1)C(=O)C1=CC=C(C=C1)OC(F)(F)F)N2